C(C)(C)(C)OC(=O)N1C[C@H](CCC1)COCS(=O)(=O)C (3S)-3-(methylsulfonylmethoxymethyl)piperidine-1-carboxylic acid tert-butyl ester